NC1=CC(=NC=2N(C(C(NC21)=O)=O)C2=CC=C(C=C2)OC)OCC(F)(F)F 8-amino-4-(4-methoxyphenyl)-6-(2,2,2-trifluoroethoxy)-1,4-dihydropyrido[2,3-b]pyrazine-2,3-dione